5-fluoro-3,4-dihydrooxathiine 2,2-dioxide FC=1CCS(OC1)(=O)=O